C1(CC1)C[C@@H](C(N[C@@H](C[C@H]1C(NCC1)=O)C(COC(F)(F)F)=O)=O)NC(C(=O)NC1(CCOCC1)C)=O N1-((S)-3-cyclopropyl-1-oxo-1-(((S)-3-oxo-1-((S)-2-oxopyrrolidin-3-yl)-4-(trifluoromethoxy)butan-2-yl)amino)propan-2-yl)-N2-(4-methyltetrahydro-2H-pyran-4-yl)oxalamide